FCCN1C(=NC=2C1=NC(=CC2)C=2C=CN1N=C(N=CC12)N[C@@H](COC)C)C (R)-5-(3-(2-fluoroethyl)-2-methyl-3H-imidazo[4,5-b]pyridin-5-yl)-N-(1-methoxypropan-2-yl)pyrrolo[2,1-f][1,2,4]triazin-2-amine